FC(OC=1C=C(C=CC1)C1=C(C(=CC=C1)C[C@@H]1N(CC([C@@H]1NS(=O)(=O)CC)(F)F)C(C(C)C)=O)F)F N-[(2S,3R)-2-{[3'-(difluoromethoxy)-2-fluoro[1,1'-biphenyl]-3-yl]methyl}-4,4-difluoro-1-(2-methylpropanoyl)pyrrolidin-3-yl]ethanesulfonamide